N1(C=CC=C1)C1=CC2=C(N=C(N2)S)C=C1 5-(1H-pyrrol-1-yl)-2-mercaptobenzimidazole